7-Hydroxy-8-(4-methyl-1,2,3,4-tetrahydroquinoxaline-1-carbonyl)-4-propyl-2H-chromen-2-one OC1=CC=C2C(=CC(OC2=C1C(=O)N1CCN(C2=CC=CC=C12)C)=O)CCC